C12N(CC(NC1)C2)C2=CC=C(N=N2)C2=NC=C(C=C2O)C2=CC1=CN(N=C1C(=C2)F)C 2-[6-(2,5-diazabicyclo[2.2.1]hept-2-yl)pyridazin-3-yl]-5-(7-fluoro-2-methyl-2H-indazol-5-yl)pyridin-3-ol